((2,6-diethyl-3,4-dihydroquinolin-1(2H)-yl)sulfonyl)-2-vinylbenzoic acid methyl ester COC(C1=C(C(=CC=C1)S(=O)(=O)N1C(CCC2=CC(=CC=C12)CC)CC)C=C)=O